FC=1C=CC(=C(C1)B(O)O)C=O (5-Fluoro-2-formylphenyl)boronic acid